C(C1=CC=CC=C1)C1(C2=CC(=CC=C2C=2C=CC(=CC12)N(C=C(C1=CC=C(C=C1)OC)C1=CC=C(C=C1)OC)C=C(C1=CC=C(C=C1)OC)C1=CC=C(C=C1)OC)N(C=C(C1=CC=C(C=C1)OC)C1=CC=C(C=C1)OC)C=C(C1=CC=C(C=C1)OC)C1=CC=C(C=C1)OC)CC1=CC=CC=C1 9,9-dibenzyl-N2,N2,N7,N7-tetrakis[2,2-bis(4-methoxyphenyl)vinyl]-9H-fluorene-2,7-diamine